(Z)-2-(4-((6-chloro-7-methyl-1H-indol-3-yl)methylene)-2,5-dioxoimidazolidin-1-yl)-2-(3,4-difluorophenyl)ethyl dihydrophosphate ClC1=CC=C2C(=CNC2=C1C)\C=C\1/NC(N(C1=O)C(COP(=O)([O-])O)C1=CC(=C(C=C1)F)F)=O